N-(sec-butyl)-3-(5''-(methylsulfonamido)dispiro[cyclopropane-1,1'-cyclohexane-4',3''-indoline]-1''-carbonyl)benzenesulfonamide C(C)(CC)NS(=O)(=O)C1=CC(=CC=C1)C(=O)N1CC2(C3=CC(=CC=C13)NS(=O)(=O)C)CCC1(CC2)CC1